CC(C(=O)[O-])C.C(C1=CC=CC=C1)[NH2+]CCO benzyl-(2-hydroxyethyl)-ammonium dimethylacetate